C(=C)N([Si](C)(C)C=C)[SiH3] di-vinyl-dimethyl-disilazane